N(C(C(=O)[O-])CC(=O)[O-])C(C(=O)[O-])CC(=O)[O-].[Na+].[Na+].[Na+].[Na+] tetrasodium iminodisuccinate salt